Butoxy-1-propanol C(CCC)OC(CC)O